CN1C2=C(C=C1C(=O)O)SC=C2 N-methyl-4H-thieno[3,2-b]pyrrole-5-carboxylic acid